C(CCC)OC(=O)N1[C@@H]2[C@H](CC1)NCC2.C2(=CC=CC=C2)C2N(C(OC2)=O)C(C=CC2=CC(=CC=C2)OC(F)(F)F)=O 4-phenyl-3-(3-(3-(trifluoromethoxy)phenyl)acryloyl)oxazolidin-2-one butyl-(3aS,6aS)-hexahydropyrrolo[3,2-b]pyrrole-1(2H)-carboxylate